ClC1=CC=C2C(=CC(=NC2=C1Cl)CCC(=O)OC)C=1C=NN(C1)C(=O)OC(C)(C)C tert-Butyl 4-(7,8-dichloro-2-(3-methoxy-3-oxopropyl)quinolin-4-yl)-1H-pyrazole-1-carboxylate